COC=1C=C(C(=O)N2[C@@H]([C@@H](CCC2)NC(OC(C)(C)C)=O)C)C=C(C1NC)[N+](=O)[O-] tert-butyl ((2R,3R)-1-(3-methoxy-4-(methylamino)-5-nitrobenzoyl)-2-methylpiperidin-3-yl)carbamate